BrC=1C=CC(=C(C1)C1=C(C=CC=C1)Cl)S(=O)(=O)N1CCC(CC1)(C(=O)NC\C=C\C#N)F (E)-1-((5-bromo-2'-chloro-[1,1'-biphenyl]-2-yl)sulfonyl)-N-(3-cyanoallyl)-4-fluoropiperidine-4-carboxamide